(2S)-2-amino-3,3-dimethyl-butanoic acid N[C@H](C(=O)O)C(C)(C)C